CC1=CC=CC(=N1)C1=C(N=CN1)C=1C=C2C=C(C=NC2=CC1)C=1SC=C(N1)C(=O)OCC1CNC1 azetidin-3-ylmethyl 2-[6-[5-(6-methyl-2-pyridyl)-1H-imidazol-4-yl]-3-quinolyl]thiazole-4-carboxylate